C(C1=CC=CC=C1)N1C[C@H](CC(C1)(C)C)NC(OC(C)(C)C)=O tert-butyl N-[(3S)-1-benzyl-5,5-dimethyl-3-piperidyl]carbamate